cis-4-(tert-butoxycarbonylamino)cyclohexyl methanesulfonate CS(=O)(=O)O[C@@H]1CC[C@@H](CC1)NC(=O)OC(C)(C)C